COC1=CC=C(COCCC(CCCCC(=O)OC\C=C/CCCCCCCCCC)CCCCCCCCC)C=C1 (Z)-tridec-2-en-1-yl 6-(2-((4-methoxybenzyl)oxy)ethyl)pentadecanoate